[(3S,9aS)-3-(3,4-difluorophenyl)-3,4,6,7,9,9a-hexahydro-1H-pyrazino[2,1-c][1,4]oxazin-8-yl]-[2-chloro-3-(3-fluoro-1H-pyrazol-4-yl)phenyl]methanone FC=1C=C(C=CC1F)[C@H]1CN2[C@H](CO1)CN(CC2)C(=O)C2=C(C(=CC=C2)C=2C(=NNC2)F)Cl